3-(5-bromo-2-nitrophenoxy)propan-1-ol tert-butyl-(S)-3-((4-((3-chloro-4-(((R)-tetrahydrofuran-3-yl)methoxy)phenyl)amino)pyrido[3,2-d]pyrimidin-6-yl)oxy)pyrrolidine-1-carboxylate C(C)(C)(C)[C@@H]1N(CCC1OC=1C=CC=2N=CN=C(C2N1)NC1=CC(=C(C=C1)OC[C@H]1COCC1)Cl)C(=O)OCCCOC1=C(C=CC(=C1)Br)[N+](=O)[O-]